Cl.CC=1C=C(C=NC1N1CCOCC1)B(O)O 5-METHYL-6-MORPHOLINOPYRIDIN-3-YLBORONIC ACID HYDROCHLORIDE